FC(C(=O)O)(F)F.ClC1=CC=C(C[C@H]2CO[C@H](CN2C2CCC(CC2)C2=NN(C(=C2)C)C)CF)C=C1 (2R,5S)-5-(4-chlorobenzyl)-4-(4-(1,5-dimethyl-1H-pyrazol-3-yl)cyclohexyl)-2-(fluoromethyl)morpholine 2,2,2-trifluoroacetate